N-[4-(5-chloro-1,3-benzoxazol-2-yl)-1-bicyclo[2.2.2]octyl]-3-methyl-1,1-dioxo-thiacyclopentane-3-carboxamide ClC=1C=CC2=C(N=C(O2)C23CCC(CC2)(CC3)NC(=O)C3(CS(CC3)(=O)=O)C)C1